CN1N=CC(=C1)C1=NC(=NC=C1C#N)SC 4-(1-methyl-1H-pyrazol-4-yl)-2-(methylthio)pyrimidine-5-carbonitrile